N-(3-methyl-4-((1-methyl-1H-benzimidazol-5-yl)oxy)phenyl)-5-(piperidin-2-ylethynyl)pyrimidin-4-amine CC=1C=C(C=CC1OC1=CC2=C(N(C=N2)C)C=C1)NC1=NC=NC=C1C#CC1NCCCC1